9-ethyl-6,6-dimethyl-9-(m-tolyl)-5,6,7,9-tetrahydrothiazolo[4,5-b]quinolin-8(4H)-one C(C)C1(C2=C(NC=3CC(CC(C13)=O)(C)C)N=CS2)C=2C=C(C=CC2)C